7-((1-((3-(4-aminophenoxy)cyclobutyl)methyl)piperidin-4-yl)methoxy)-5-fluoro-2-((((1r,4r)-4-hydroxycyclohexyl)thio)methyl)quinazolin-4(3H)-one NC1=CC=C(OC2CC(C2)CN2CCC(CC2)COC2=CC(=C3C(NC(=NC3=C2)CSC2CCC(CC2)O)=O)F)C=C1